ClC1=C(C(=O)OC)C(=CC(=N1)Cl)I methyl 2,6-dichloro-4-iodonicotinate